(Z)-2-Methyl-1,3-pentadiene CC(=C)\C=C/C